C(C1=CC=CC=C1)OC1=NC(=CC=C1C1=CC=C(OCC(=O)NCCOCCOCCNC(OC(C)(C)C)=O)C=C1)OCC1=CC=CC=C1 tert-butyl N-[2-[2-[2-[[2-[4-(2,6-dibenzyloxy-3-pyridyl)phenoxy]acetyl]amino]ethoxy]ethoxy]ethyl]carbamate